C1CCC2=C(C=3CCCC3C=C12)NC(=O)[N-]S(=O)(=O)C=1C=NN2C1OCC(C2)NC.[Na+] rac-sodium ((1,2,3,5,6,7-hexahydro-s-indacen-4-yl)carbamoyl)((6-(methylamino)-6,7-dihydro-5H-pyrazolo[5,1-b][1,3]oxazin-3-yl)sulfonyl)amide